(R)-1-((7-cyano-2-(3'-(5-(dimethylglycyl)-5,6-dihydro-4H-pyrrolo[3,4-d]oxazol-2-yl)-2,2'-dimethyl-[1,1'-biphenyl]-3-yl)benzo[d]oxazol-5-yl)methyl)pyrrolidine-3-carboxylic acid C(#N)C1=CC(=CC=2N=C(OC21)C=2C(=C(C=CC2)C2=C(C(=CC=C2)C=2OC1=C(N2)CN(C1)C(CN(C)C)=O)C)C)CN1C[C@@H](CC1)C(=O)O